OCC1CC(C1)N1CCC(CC1)CCOC1=NOC(=C1)C(C(=O)OC)C(C)C methyl 2-(3-(2-(1-(3-(hydroxymethyl)cyclobutyl)piperidin-4-yl)ethoxy)isoxazol-5-yl)-3-methylbutanoate